5-({1,3-dioxo-2-[(3R)-pyrrolidine-3-carbonyl]-2,3-dihydro-1H-inden-5-yl}sulfonyl)-2-[(2R)-pyrrolidine-2-carbonyl]-2,3-dihydro-1H-indene-1,3-dione O=C1C(C(C2=CC(=CC=C12)S(=O)(=O)C=1C=C2C(C(C(C2=CC1)=O)C(=O)[C@@H]1NCCC1)=O)=O)C(=O)[C@H]1CNCC1